4-(4-(ethylamino)piperidin-1-yl)-N-(8-fluoro-2-methylimidazo[1,2-a]pyridin-6-yl)-1-methyl-1H-benzo[d][1,2,3]triazole-7-carboxamide 2,2,2-trifluoroacetate FC(C(=O)O)(F)F.C(C)NC1CCN(CC1)C1=CC=C(C=2N(N=NC21)C)C(=O)NC=2C=C(C=1N(C2)C=C(N1)C)F